OC(CC)C1=CC(=C(C=N1)C=1C=2N(C3=CC(=NC=C3C1)C1(CC1)C(=O)N)C=CN2)C {4-[6-(1-hydroxypropyl)-4-methylpyridin-3-yl]imidazo[1,2-a]1,6-naphthyridin-8-yl}cyclopropanecarboxamide